4-Methoxy-5-(2,2,2-trifluoro-1-methoxyethyl)benzo[d]isothiazol-3-amine COC1=C(C=CC2=C1C(=NS2)N)C(C(F)(F)F)OC